OCCOCC1=NN=C(N=N1)C1=CC=CC=C1 4-{[(2-hydroxyethoxy)methyl]-1,2,4,5-tetrazin-3-yl}benzene